4-{[(2S)-3-methylbutan-2-yl]amino}-2-(methylsulfanyl)pyrimidine-5-carboxylic acid ethyl ester C(C)OC(=O)C=1C(=NC(=NC1)SC)N[C@@H](C)C(C)C